3-chloro-N,N'-diphenyl-benzoyl-hydrazine ClC=1C=C(C(=O)N(NC2=CC=CC=C2)C2=CC=CC=C2)C=CC1